FC(OC1=CC=C(C=C1)N1CCCC1)(F)F (4-(trifluoromethoxy)phenyl)pyrrolidine